Di-bromine BrBr